C(CCCCCCCC)N(C(C)=O)CCCCCCCCC N,N-dinonylacetamide